N-isopropyl-N-phenyl-p-phenylenediamine C(C)(C)N(C1=CC=C(C=C1)N)C1=CC=CC=C1